methyl (S)-1-methyl-5-(1-tritylaziridine-2-carboxamido)-1H-imidazole-2-carboxylate CN1C(=NC=C1NC(=O)C1[N@](C1)C(C1=CC=CC=C1)(C1=CC=CC=C1)C1=CC=CC=C1)C(=O)OC